bis[2-chloroethyl] ether ClCCOCCCl